C(=CC)C1C2C3C4C=CC(C3C(C1)C2)C4 8-propenyl-tetracyclo[4.4.0.12,5.17,10]Dodeca-3-ene